ClC1=CC(=C(C=C1)B(O)O)F (4-chloro-2-fluoro-phenyl)-boronic acid